hydroxy-2-oleoyl-sn-glycero-3-phosphorylcholine OC(OP(OC[C@@H](CO)OC(CCCCCCC\C=C/CCCCCCCC)=O)(=O)O)C[N+](C)(C)C